ClC1=C(C(=C(C=C1)OCC=C)\C=C\OC)Cl 1,2-dichloro-3-[(E)-2-methoxyvinyl]-4-(prop-2-en-1-yloxy)benzene